C(C)(C)(C)C(C(=O)O)(C)C.C(C(C)C)(=O)OC(C)(C)C tert-butyl isobutyrate (tert-butyl isobutyrate)